C(C1=CC=CC=C1)OC1=CC(=C(C=C1F)B1OC(C(O1)(C)C)(C)C)CC (d)-2-(4-(benzyloxy)-2-ethyl-5-fluorophenyl)-4,4,5,5-tetramethyl-1,3,2-dioxaborolane